CCN1C=C(C(=O)C2=CC(=C(C=C21)N3CCN(CC3)C)F)C(=O)O The molecule is a quinolone that is 4-oxo-1,4-dihydroquinoline which is substituted at positions 1, 3, 6 and 7 by ethyl, carboxy, fluorine, and 4-methylpiperazin-1-yl groups, respectively. It has a role as an antiinfective agent, a DNA synthesis inhibitor and an antibacterial drug. It is a quinolone, a N-arylpiperazine, a N-alkylpiperazine, a quinolone antibiotic, a fluoroquinolone antibiotic and a monocarboxylic acid.